7-{4-[(2-methylpropyl)carbamoyl]piperidin-1-yl}-3-oxa-9-azabicyclo[3.3.1]nonane-9-carboxylic acid methyl ester COC(=O)N1C2COCC1CC(C2)N2CCC(CC2)C(NCC(C)C)=O